5-fluoro-2-((4-fluoro-2-methylphenyl)amino)-4-(trifluoromethyl)-benzoic acid FC=1C(=CC(=C(C(=O)O)C1)NC1=C(C=C(C=C1)F)C)C(F)(F)F